O1C(CC(C2=CC=CC=C12)=O)C(=O)O dihydrochromone-2-carboxylic acid